5-((6-(5-(bis(t-butoxycarbonyl)amino)-4-methylpyridin-3-yl)-8-chloro-7-fluoroisoquinolin-3-yl)amino)-5-oxopentanoic acid methyl ester COC(CCCC(=O)NC=1N=CC2=C(C(=C(C=C2C1)C=1C=NC=C(C1C)N(C(=O)OC(C)(C)C)C(=O)OC(C)(C)C)F)Cl)=O